cetyllaurate C(CCCCCCCCCCCCCCC)OC(CCCCCCCCCCC)=O